N-{[4-(1,5-dimethyl-1H-imidazole-2-sulfonyl)phenyl]methyl}furo[2,3-c]pyridine-2-carboxamide CN1C(=NC=C1C)S(=O)(=O)C1=CC=C(C=C1)CNC(=O)C1=CC=2C(=CN=CC2)O1